4-azido-N-(13-oxo-17-((3aS,4S,6aR)-2-oxohexahydro-1H-thieno[3,4-d]imidazol-4-yl)-3,6,9-trioxa-12-azaheptadecyl)benzamide N(=[N+]=[N-])C1=CC=C(C(=O)NCCOCCOCCOCCNC(CCCC[C@@H]2SC[C@@H]3NC(N[C@@H]32)=O)=O)C=C1